C(C=1C(CO)=CN=C(C)C1O)NCCNCC=1C(CO)=CN=C(C)C1O.[Mn+2] manganese (II) N,N'-dipyridoxyl-ethylenediamine